C(C)(C)(C)OC(=O)N(C=1N=C2N(C=CC(=C2)C(F)(F)F)C1S(=O)(=O)CC)CC1=NC=C(C=C1C(=O)OC)C(F)(F)F methyl 2-[[tert-butoxycarbonyl-[3-ethylsulfonyl-7-(trifluoromethyl)imidazo[1,2-a]pyridin-2-yl]amino]methyl]-5-(trifluoromethyl)pyridine-3-carboxylate